(S)-6-(((2-oxopyrrolidin-3-yl)amino)methyl)-2-(5-(4-(trifluoromethyl)phenyl)-2,3,4,5-tetrahydrobenzo[b][1,4]oxazepin-8-yl)pyrimidine-4-carboxamide O=C1NCC[C@@H]1NCC1=CC(=NC(=N1)C=1C=CC2=C(OCCCN2C2=CC=C(C=C2)C(F)(F)F)C1)C(=O)N